6-chloro-N-{3-[2-(4-chloro-3-fluorophenoxy)acetamido]bicyclo[1.1.1]pentan-1-yl}-4-(pyridine-4-carbonyl)-3,4-dihydro-2H-1,4-benzoxazine-2-carboxamide ClC=1C=CC2=C(N(CC(O2)C(=O)NC23CC(C2)(C3)NC(COC3=CC(=C(C=C3)Cl)F)=O)C(=O)C3=CC=NC=C3)C1